(2-(3,4-Dimethoxyphenyl)-4-methyl-6-phenylpyrimidin-5-yl)methanol COC=1C=C(C=CC1OC)C1=NC(=C(C(=N1)C)CO)C1=CC=CC=C1